F[B-](F)(F)F.C(C)(C)(C)[PH+](C=1C=C(C=CC1)C1=CC=CC=C1)C(C)(C)C di-(tert-butyl)([1,1'-biphenyl]-3-yl)phosphonium tetrafluoroborate